1-{5-methyl-2-[3-(4-methyl-piperazin-1-yl)-phenylamino]-pyrimidin-4-yl}-1H-indole-3-carboxamide CC=1C(=NC(=NC1)NC1=CC(=CC=C1)N1CCN(CC1)C)N1C=C(C2=CC=CC=C12)C(=O)N